1-(4-fluorophenyl)-2-piperazin-1-yl-ethanol FC1=CC=C(C=C1)C(CN1CCNCC1)O